C1(CC1)C1=C(N=NC(=C1)C=1C(=NC(=NC1)OC)OC)C=1SC=CC1 4-cyclopropyl-6-(2,4-dimethoxypyrimidin-5-yl)-3-(thiophen-2-yl)pyridazine